CC1=CC=C(N=N1)CNC=1C2=C(N=CN1)N=CC(=C2)C=2SC(=CN2)C N-[(6-methylpyridazin-3-yl)methyl]-6-(5-methylthiazol-2-yl)pyrido[2,3-d]pyrimidin-4-amine